6-((4-((S)-3-aminopiperidin-1-yl)-5-(1-(tetrahydro-2H-pyran-4-yl)-1H-pyrazol-4-yl)pyridin-2-yl)amino)-2-(2-fluoro-6-methoxyphenyl)nicotinonitrile hydrochloride Cl.N[C@@H]1CN(CCC1)C1=CC(=NC=C1C=1C=NN(C1)C1CCOCC1)NC1=NC(=C(C#N)C=C1)C1=C(C=CC=C1OC)F